1-bromo-3-fluoro-2-methoxy-4-(trifluoromethoxy)benzene BrC1=C(C(=C(C=C1)OC(F)(F)F)F)OC